1,2,4-tripentoxybenzene C(CCCC)OC1=C(C=C(C=C1)OCCCCC)OCCCCC